(E)-3-(3-Hydroxyphenyl)-1-[4-(trifluoromethoxy)phenyl]prop-2-en-1-one OC=1C=C(C=CC1)/C=C/C(=O)C1=CC=C(C=C1)OC(F)(F)F